C(CCCCCCC)OC(=O)CC1C2C3C4C=CC(C3C(C1)C2)C4 8-(n-octyloxycarbonylmethyl)-tetracyclo[4.4.0.12,5.17,10]-3-dodecene